C(#N)[C@H]1N(CSC1)C(CNC(=O)C1=CC=NC2=CC=C(C=C12)N1C[C@@H](OCC1)C(F)(F)F)=O N-(2-((R)-4-Cyanothiazolidin-3-yl)-2-oxoethyl)-6-((R)-2-(trifluoromethyl)-morpholino)quinoline-4-carboxamide